N[C@H]1CC=CC[C@@H]1C1=C(C=2N=C(N=C(C2S1)NCC1=CC=CC=C1)Cl)C 6-((1S,6S)-6-aminocyclohex-3-en-1-yl)-N-benzyl-2-chloro-7-methylthieno[3,2-d]pyrimidin-4-amine